C1(CC1)[C@@H]1[C@@H](C2=CC=C(C=C2CC1)O)C1=CC(=C(C=C1)N1CCC(CC1)C=O)F 1-(4-((1R,2R)-2-Cyclopropyl-6-hydroxy-1,2,3,4-tetrahydronaphthalen-1-yl)-2-fluorophenyl)piperidine-4-carbaldehyde